C(C)(C)(C)[C@H]1CC[C@H](CC1)N(C(C1=CC(C(=O)N)=CC(=C1)NC(=O)[C@@H]1CC[C@@H](CC1)CCC)=O)[C@@H]1CC[C@@H](CC1)C(C)(C)C N,N-di(cis-4-tert-butylcyclohexyl)-5-(cis-4-n-propylcyclohexylcarbonylamino)isophthalamide